3-amino-1,1-difluoro-2-[5-fluoro-6-(4-fluorophenyl)-4-(2-hydroxypropan-2-yl)pyridin-2-yl]Propane NCC(C(F)F)C1=NC(=C(C(=C1)C(C)(C)O)F)C1=CC=C(C=C1)F